1-(4-(7-(2-amino-7-fluorobenzo[d]thiazol-4-yl)-2,6-dichloro-8-fluoroquinazolin-4-yl)piperazin-1-yl)prop-2-en-1-one NC=1SC2=C(N1)C(=CC=C2F)C2=C(C=C1C(=NC(=NC1=C2F)Cl)N2CCN(CC2)C(C=C)=O)Cl